3-(4-methoxy-3-nitrophenyl)urea COC1=C(C=C(C=C1)NC(N)=O)[N+](=O)[O-]